ClC1=NN(C=C1C1=NC=CC(=N1)NC=1N=CC2=C(C=CC(=C2C1)C(C)C)N1[C@@H]([C@H](C1)CS(=O)(=O)C)C)C1CC(C1)OC N-(2-(3-chloro-1-(3-methoxycyclobutyl)-1H-pyrazol-4-yl)pyrimidin-4-yl)-5-isopropyl-8-((2R,3S)-2-methyl-3-((methanesulfonyl)methyl)azetidin-1-yl)isoquinolin-3-amine